2,3-dichloro-4-(piperazin-1-yl)aniline ClC1=C(N)C=CC(=C1Cl)N1CCNCC1